NC1=C(C=C(C=C1)Cl)CN 2-amino-5-chlorobenzenemethylamine